(2-chlorophenyl)-5,6,7,8-tetrahydropyrido[1,2-a]purin-10(3H)-one ClC1=C(C=CC=C1)C=1NC=2N=C3N(C(C2N1)=O)CCCC3